3-((4-(4-((1-(2-(4-(4-amino-3-(4-phenoxyphenyl)-1H-pyrazolo[3,4-d]pyrimidin-1-yl)piperidin-1-yl)ethyl)pyrrolidin-3-yl)methyl)piperidin-1-yl)phenyl)amino)piperidine-2,6-dione NC1=C2C(=NC=N1)N(N=C2C2=CC=C(C=C2)OC2=CC=CC=C2)C2CCN(CC2)CCN2CC(CC2)CC2CCN(CC2)C2=CC=C(C=C2)NC2C(NC(CC2)=O)=O